(S)-3-(6-methylpyridin-3-yl)-3-(1-(trifluoromethyl)cyclopropyl)propanoic acid CC1=CC=C(C=N1)[C@H](CC(=O)O)C1(CC1)C(F)(F)F